[C@@H](C)(CC)NC=1C2=C(N=C(N1)NC1=C(C=C(C=C1)S(=O)(=O)N1CCOCC1)OC)NC=C2 (R)-N4-(sec-butyl)-N2-(2-methoxy-4-(morpholinosulfonyl)phenyl)-7H-pyrrolo[2,3-d]pyrimidine-2,4-diamine